3,3-difluorocyclobutyl (4-cyclobutyl-3-(3-hydroxy-3-methylcyclobutyl)-1-methyl-1H-pyrazol-5-yl)carbamate C1(CCC1)C=1C(=NN(C1NC(OC1CC(C1)(F)F)=O)C)C1CC(C1)(C)O